O=C1NC(CCC1N1C(C2=CC=CC(=C2C1=O)CNC(=O)C=1C=C(C=CC1)NNC(=O)OC(C)(C)C)=O)=O tert-butyl 2-(3-(((2-(2,6-dioxopiperidin-3-yl)-1,3-dioxoisoindolin-4-yl)methyl)carbamoyl)phenyl)hydrazine-1-carboxylate